(1R,4R)-N1-(4-(5-(cyclopropylmethyl)-1-methyl-1H-pyrazol-4-yl)-5-methylpyrimidin-2-yl)cyclohexane-1,4-diamine C1(CC1)CC1=C(C=NN1C)C1=NC(=NC=C1C)NC1CCC(CC1)N